(3aR,5R,6aS)-2'-Oxo-1'-((2-(trimethylsilyl)ethoxy)methyl)-1',2',3a,4,6,6a-hexahydro-1H-spiro[cyclopenta[c]pyrrole-5,3'-pyrrolo[2,3-b]pyridine]-2(3H)-carboxylic acid tert-butyl ester C(C)(C)(C)OC(=O)N1C[C@@H]2[C@H](C1)CC1(C(N(C3=NC=CC=C31)COCC[Si](C)(C)C)=O)C2